O=C1OCCCN1 2-oxotetra-hydro-1,3-oxazine